2-(3-cyclopropyl-3,8-diazabicyclo[3.2.1]oct-8-yl)-N-(4,4-difluorocyclohexyl)benzo[d]thiazole-6-carboxamide C1(CC1)N1CC2CCC(C1)N2C=2SC1=C(N2)C=CC(=C1)C(=O)NC1CCC(CC1)(F)F